C(CCCCCCC)(=O)OCOC(CCCCCCC)=O methylene bis-octanoate